C(C)OCCOC1=NN(C=C1NC1=NC=C(C=N1)C1=CC=C(C#N)C=C1)C1CCC(CC1)N1CCOCC1 4-(2-((3-(2-ethoxyethoxy)-1-((1r,4r)-4-morpholinylcyclohexyl)-1H-pyrazol-4-yl)amino)pyrimidin-5-yl)benzonitrile